OC(=O)C(F)(F)F.FC1=CC=C(C=C1)C1C(C1)NCC=1N=C2N(CCN(C2)CC2=CC=C(C(=O)NO)C=C2)C1 4-((2-(((2-(4-Fluorophenyl)cyclopropyl)amino)methyl)-5,6-dihydroimidazo[1,2-a]pyrazin-7(8H)-yl)methyl)-N-hydroxybenzamide TFA salt